NC=1C(=CC(=C(C(=O)OC)C1)OC[C@]1(CCCC2=CC(=CC=C12)Cl)C(OC)OC)F (R)-METHYL 5-AMINO-2-((6-CHLORO-1-(DIMETHOXYMETHYL)-1,2,3,4-TETRAHYDRONAPHTHALEN-1-YL)METHOXY)-4-FLUOROBENZOATE